stearonitrile C(CCCCCCCCCCCCCCCCC)#N